6-(2-(2-chloro-4-fluorophenyl)piperidin-1-yl)-4-fluoro-N-((R,E)-4-(methylsulfonyl)but-3-en-2-yl)nicotinamide ClC1=C(C=CC(=C1)F)C1N(CCCC1)C1=NC=C(C(=O)N[C@H](C)\C=C\S(=O)(=O)C)C(=C1)F